tert-butyl (2-((R,E)-5-((tert-butoxycarbonyl)amino)hex-1-en-1-yl)pyridin-4-yl)(1-(tert-butyl)-3-((1S,3R)-3-(((4-nitrophenoxy)carbonyl)oxy)cyclopentyl)-1H-pyrazol-5-yl)carbamate C(C)(C)(C)OC(=O)N[C@@H](CC/C=C/C1=NC=CC(=C1)N(C(OC(C)(C)C)=O)C1=CC(=NN1C(C)(C)C)[C@@H]1C[C@@H](CC1)OC(=O)OC1=CC=C(C=C1)[N+](=O)[O-])C